1-(4-(5-(trifluoromethyl)-1,2,4-oxadiazol-3-yl)phenyl)-2-((3-(trifluoromethyl)phenyl)sulfinyl)ethan-1-one FC(C1=NC(=NO1)C1=CC=C(C=C1)C(CS(=O)C1=CC(=CC=C1)C(F)(F)F)=O)(F)F